BrC1=CC=2N(C(N(C(C2S1)=O)C=1C=NC=C(C1C)Cl)=O)CCC#N 3-(6-bromo-3-(5-chloro-4-methylpyridin-3-yl)-2,4-dioxo-3,4-dihydrothieno[3,2-d]pyrimidin-1(2H)-yl)propanenitrile